N-((1R,3S,5S)-8-((S)-oxetan-2-ylmethyl)-8-azabicyclo[3.2.1]oct-3-yl)benzamide O1[C@@H](CC1)CN1[C@H]2CC(C[C@@H]1CC2)NC(C2=CC=CC=C2)=O